C(C)OC(CC[C@H](C1=CC=CC=C1)\N=C(\C1=CC=C(C=C1)C(F)(F)F)/C#N)OCC (R,Z)-N-(4,4-diethoxy-1-phenylbutyl)-4-(trifluoromethyl)benzimidoyl cyanide